C(C=C)OC(=O)ON1C(CCC1=O)=O N-(allyloxycarbonyl-oxy)succinimide